6-amino-naphthalene-1-carboxylic acid NC=1C=C2C=CC=C(C2=CC1)C(=O)O